2-(5,6,7,8-tetrahydroisoquinolin-1-yl)isoindoline-1,3-dione C1(=NC=CC=2CCCCC12)N1C(C2=CC=CC=C2C1=O)=O